4'-(2-(3-(but-3-yn-1-yl)-3H-diazirin-3-yl)ethoxy)-[1,1'-biphenyl]-4-amine tert-Butyl-(4'-(2-(3-(but-3-yn-1-yl)-3H-diazirin-3-yl)ethoxy)-[1,1'-biphenyl]-4-yl)carbamate C(C)(C)(C)N(C(O)=O)C1=CC=C(C=C1)C1=CC=C(C=C1)OCCC1(N=N1)CCC#C.C(CC#C)C1(N=N1)CCOC1=CC=C(C=C1)C1=CC=C(C=C1)N